OC1=C(C(=C(C=C1CC=C)C1=CC=CC(=C1)CC=C)O)OC dihydroxy-3-methoxy-5,5'-di-2-propenyl-biphenyl